C1COC=2C1=C1C=CCOC1=C(C2)C=O 1,7-dihydro-2H-furo[3,2-f]chromen-5-carbaldehyde